(4-(benzyloxy)-6-chloro-2-methoxypyridin-3-yl)ethane-1-ol C(C1=CC=CC=C1)OC1=C(C(=NC(=C1)Cl)OC)C(C)O